ClC=1C(=NC=CC1C1=C(C(=CC=C1)C1=NC(=C(C=C1)C=O)OC)Cl)C1=CC=2N(C(C(=CN2)C=O)=O)C=C1 8-[3-chloro-4-[2-chloro-3-(5-formyl-6-methoxy-2-pyridyl)phenyl]-2-pyridyl]-4-oxo-pyrido[1,2-a]pyrimidine-3-carbaldehyde